2-((3,5-dicyano-4-ethyl-6-((R)-3-hydroxypyrrolidin-1-yl)pyridin-2-yl)thio)-2-phenylethane C(#N)C=1C(=NC(=C(C1CC)C#N)N1C[C@@H](CC1)O)SC(C)C1=CC=CC=C1